1-[2-[(1R)-2-(2-benzyloxyethoxy)-1-methyl-ethoxy]ethyl]-4-bromo-pyrazole C(C1=CC=CC=C1)OCCOC[C@H](OCCN1N=CC(=C1)Br)C